7-(2-cyclopropyl-benzyl)-5-[1-(2-cyclopropyl-6-fluoro-phenyl)-piperidin-4-yl]-2-methyl-2,4,5,7-tetrahydro-pyrazolo[3,4-d]pyrimidin-6-one C1(CC1)C1=C(CN2C(N(CC=3C2=NN(C3)C)C3CCN(CC3)C3=C(C=CC=C3F)C3CC3)=O)C=CC=C1